C(#N)C=1C(=CC(=NC1)NC(=O)N1CCCC2=CC(=C(N=C12)C=O)CN1C(CN(CC1)C)=O)NC(C)C=1SC=CN1 N-(5-cyano-4-((1-(thiazol-2-yl)ethyl)amino)pyridin-2-yl)-7-formyl-6-((4-methyl-2-oxopiperazin-1-yl)methyl)-3,4-dihydro-1,8-naphthyridine-1(2H)-carboxamide